COCCC=O 3-methoxypropanal